N1=CC(=CC=C1)NC(C(NC1=NN(C(=C1)[Si](F)(C(C)(C)C)C(C)(C)C)C)C)=O N-(3-pyridyl)methyl{5-[di(tert-butyl)(fluoro)silyl]-1-methyl-3-pyrazolylamino}acetamide